C12(CC3CC(CC(C1)C3)C2)CN2N=CC(=C2C)C=2C(=NC(=CC2)N2CC3=C(C=CC=C3CC2)C(NC=2SC3=C(N2)C=CC=C3)=O)C(=O)NCC(=O)O 2-[[3-[1-(1-adamantylmethyl)-5-methyl-pyrazol-4-yl]-6-[8-(1,3-benzothiazol-2-ylcarbamoyl)-3,4-dihydro-1H-isoquinolin-2-yl]pyridine-2-carbonyl]amino]acetic acid